COC(=O)C1NCC2(CC2)C1 5-azaspiro[2.4]Heptane-6-carboxylic acid methyl ester